3-(2-fluoro-[1,1'-biphenyl]-4-yl)hex-4-ynoic acid FC1=C(C=CC(=C1)C(CC(=O)O)C#CC)C1=CC=CC=C1